(R)-6-fluoro-3-((1-(2-(5-fluoro-isoindolin-2-yl)-3,6-dimethyl-4-oxo-3,4-dihydroquinazolin-8-yl)ethyl)amino)-5-methyl-N-(methylsulfonyl)picolinamide FC1=C(C=C(C(=N1)C(=O)NS(=O)(=O)C)N[C@H](C)C=1C=C(C=C2C(N(C(=NC12)N1CC2=CC=C(C=C2C1)F)C)=O)C)C